7-aminonaphthalene-1,5-disulfonic acid NC=1C=C(C=2C=CC=C(C2C1)S(=O)(=O)O)S(=O)(=O)O